C1(CC1)C=1C=CC=C2C(=NN(C12)CC(C)C)NC(C1=CC=C(C=C1)F)=O N-(7-cyclopropyl-1-isobutyl-1H-indazol-3-yl)-4-fluorobenzamide